2-Methyl-2-[4-(4,4,5,5-tetramethyl-1,3,2-dioxaborolan-2-yl)pyridin-2-yl]propanenitrile CC(C#N)(C)C1=NC=CC(=C1)B1OC(C(O1)(C)C)(C)C